ClC1=C(C=C(C=N1)C1=C(C=C(C=C1)NC(CC1=C(C=CC=C1)Cl)=O)S(N=CN(C)C)(=O)=O)C N-[4-(6-chloro-5-methylpyridin-3-yl)-3-{[(dimethylamino)methylidene]sulfamoyl}phenyl]-2-(2-chlorophenyl)acetamide